N-methyl-N-(piperidin-4-yl)-5-[4-(1H-pyrazol-4-yl)-1H-pyrrolo[2,3-c]pyridin-7-yl][1,3]thiazolo[5,4-d][1,3]thiazol-2-amine CN(C=1SC=2N=C(SC2N1)C=1N=CC(=C2C1NC=C2)C=2C=NNC2)C2CCNCC2